FC=1C(=C(C=O)C=CC1)[N+](=O)[O-] 3-FLUORO-2-NITROBENZALDEHYDE